(2-chloro-4-fluoro-phenyl)-[(1S,5R)-8-[7-(2,2-dimethylpropylsulfonyl)-3-ethyl-imidazo[1,5-a]pyridin-5-yl]-3,8-diazabicyclo[3.2.1]octan-3-yl]methanone ClC1=C(C=CC(=C1)F)C(=O)N1C[C@@H]2CC[C@H](C1)N2C2=CC(=CC=1N2C(=NC1)CC)S(=O)(=O)CC(C)(C)C